C(C)(=O)C=1C(=CC(N(C1O)OCC1=CC=CC=C1)=O)C 5-acetyl-1-(benzyloxy)-6-hydroxy-4-methylpyridin-2(1H)-one